Cyclobutylidenebis[2-(5-methyl-2-furyl)-4-(2-naphthyl)-5-methyl-1-indenyl]zirconium dichloride [Cl-].[Cl-].C1(CCC1)=[Zr+2](C1C(=CC2=C(C(=CC=C12)C)C1=CC2=CC=CC=C2C=C1)C=1OC(=CC1)C)C1C(=CC2=C(C(=CC=C12)C)C1=CC2=CC=CC=C2C=C1)C=1OC(=CC1)C